OC1=C(C(=CC(=C1CN(C(OC1CCCCC1)=O)C)CCCCC)O)C1CCCC(=C1)C cyclohexyl ((2,6-dihydroxy-5'-methyl-4-pentyl-1',2',3',4'-tetrahydro-[1,1'-biphenyl]-3-yl)methyl)(methyl)carbamate